1-{4-[2-(1-Carbamoyl-3-methoxycarbonyl-propyl)-1-oxo-2,3-dihydro-1H-isoindol-4-yloxymethyl]-benzyl}-pyrrolidine-2-carboxylic acid tert-butyl ester C(C)(C)(C)OC(=O)C1N(CCC1)CC1=CC=C(C=C1)COC1=C2CN(C(C2=CC=C1)=O)C(CCC(=O)OC)C(N)=O